C(C(C)C)[C@H]1C(N(CCN1)[C@H](C(=O)N1CCC(CC1)C(=O)O)CC(C)C)=O 1-{(S)-2-[(S)-3-Isobutyl-2-oxo-1-piperazinyl]-4-methylvaleryl}-4-piperidinecarboxylic acid